4-[3-[2,6-dichloro-4-(1H-pyrazol-4-yl)benzoyl]-2,4-dihydro-1,3-benzoxazin-8-yl]-2-morpholin-4-ylbenzoic acid methyl ester COC(C1=C(C=C(C=C1)C1=CC=CC=2CN(COC21)C(C2=C(C=C(C=C2Cl)C=2C=NNC2)Cl)=O)N2CCOCC2)=O